NC1=C(C(=O)NC2CCC(CC2)(C)O)C=CC=N1 2-amino-N-((1R,4R)-4-hydroxy-4-methylcyclohexyl)nicotinamide